C(C=1C(=O)CC(CC1C)(C)C)C=1C(=O)CC(CC1C)(C)C methylenebisisophorone